tetrabutylammonium ascorbate O=C1C(O)=C([O-])[C@H](O1)[C@@H](O)CO.C(CCC)[N+](CCCC)(CCCC)CCCC